FC(S(=O)(=O)O)(F)F.C(CCCCCCCCCCCCCCC)N1CC=CC=C1 N-hexadecyl-pyridine trifluoromethanesulfonate salt